(1S,3S,4S)-N-((S)-1-Cyano-2-((S)-2-oxopyrrolidin-3-yl)ethyl)-2-((R)-3-cyclobutyl-2-(2,2,2-trifluoroacetamido)propanoyl)-5,5-difluoro-2-azabicyclo[2.2.2]octane-3-carboxamide C(#N)[C@H](C[C@H]1C(NCC1)=O)NC(=O)[C@H]1N([C@@H]2CC([C@H]1CC2)(F)F)C([C@@H](CC2CCC2)NC(C(F)(F)F)=O)=O